OC1[C@H](O)[C@H](O)[C@@H](O)[C@@H](O1)C 6-Deoxy-L-mannopyranose